2-(methylsulfonylmethyl)-ethyl acrylate C(C=C)(=O)OCCCS(=O)(=O)C